4-{[(R)-3-(tert-butoxycarbonylamino)-1-piperidyl]methyl}-2-pyridinecarboxylic acid C(C)(C)(C)OC(=O)N[C@H]1CN(CCC1)CC1=CC(=NC=C1)C(=O)O